ClC1=CC=C2C(=N1)C=C(N2S(=O)(=O)C2=CC=C(C)C=C2)CO (5-chloro-1-tosyl-1H-pyrrolo[3,2-b]pyridin-2-yl)methanol